CC(=CCCC(C)=O)CCC=C(C)C 3,7-dimethyl-2,6-octadienylacetone